N-(5-{1-[(4-fluorophenyl)carbamoyl]cyclobutyl}pyridin-2-yl)cyclohexanecarboxamide FC1=CC=C(C=C1)NC(=O)C1(CCC1)C=1C=CC(=NC1)NC(=O)C1CCCCC1